2-chloro-oxo-1,3,2-dioxaphospholane ClP1OCC(O1)=O